N1C=C(C2=CC=CC=C12)C[C@@H](C(=O)NC)NC(=O)C1=NC2=C(C=NC=C2C=C1)Br (S)-N-(3-(1H-indol-3-yl)-1-methylamino-1-oxopropan-2-yl)-8-bromo-1,6-naphthyridine-2-carboxamide